C(C)(=O)NC(=O)C[C@@H](O)[C@@H](O)[C@H](O)CO acetamido-2-deoxygalactose